C(C(C)C)N1C(=CC2=CC=C(C=C12)C(=O)OC)C methyl 1-isobutyl-2-methyl-1H-indole-6-carboxylate